(2-chloro-4-fluoro-6-methyl-phenyl)boronic acid ClC1=C(C(=CC(=C1)F)C)B(O)O